(R)-4-(7-(3-aminopiperidine-1-yl)-3-(2-fluoro-4-(3-methoxyazetidine-1-yl)phenyl)-3H-imidazo[4,5-b]pyridine-2-yl)-2-fluorobenzonitrile N[C@H]1CN(CCC1)C1=C2C(=NC=C1)N(C(=N2)C2=CC(=C(C#N)C=C2)F)C2=C(C=C(C=C2)N2CC(C2)OC)F